CO[C@@H](CN1N=CC(=C1)NC1=NC(=NC=C1)C1=CC=C(C=C1)N1C(NCC1)=O)C (R)-1-(4-(4-((1-(2-methoxypropyl)-1H-pyrazol-4-yl)amino)pyrimidin-2-yl)phenyl)imidazolidin-2-one